(S)-1-(1H-imidazol-2-yl)-4-methylpentan-2-amine hydrochloride Cl.N1C(=NC=C1)C[C@H](CC(C)C)N